C1=CC=C2C=C3C4=CC=CC=C4C5=CC=CC=C5C3=CC2=C1 1,2,3,4-dibenzanthracene